Magnesium Oxychloride 2-Fluoroethyl-(5-(4-oxo-3,4-dihydrophthalazin-1-yl)-1H-benzimidazol-2-yl)carbamate FCCN(C([O-])=O)C1=NC2=C(N1)C=CC(=C2)C2=NNC(C1=CC=CC=C21)=O.O(Cl)Cl.[Mg+2].FCCN(C([O-])=O)C2=NC1=C(N2)C=CC(=C1)C1=NNC(C2=CC=CC=C12)=O